The molecule is an epoxide that is oxiran-2-ylmethanol which is acylated at position 2 by an N-[(2R)-3-amino-2-methyl-3-oxopropanoyl]-L-threonyl-L-threonylleucinyl group. It is a proteasome inhibitor isolated from Streptomyces sp. TC 1087. It has a role as an antimicrobial agent, a proteasome inhibitor and a bacterial metabolite. It is a secondary alcohol, a primary alcohol, an epoxide, a ketone and a dicarboxylic acid diamide. C[C@H]([C@@H](C(=O)N[C@@H]([C@@H](C)O)C(=O)NC(CC(C)C)C(=O)C1(CO1)CO)NC(=O)[C@H](C)C(=O)N)O